tert-butyl-(3-methyloxan-3-yl)formamide C(C)(C)(C)N(C=O)C1(COCCC1)C